(S)-3-(1,4-dimethyl-1H-benzo[d][1,2,3]triazol-5-yl)-3-(3-(((R)-7-hydroxy-2-isopropyl-2,3-dihydropyrido[2,3-f][1,4]oxazepin-4(5H)-yl) methyl)-4-methylphenyl)-2,2-dimethylpropionate CN1N=NC2=C1C=CC(=C2C)[C@@H](C(C(=O)[O-])(C)C)C2=CC(=C(C=C2)C)CN2C[C@H](OC1=C(C2)N=C(C=C1)O)C(C)C